3-(1-methylpiperidin-3-yl)urea CN1CC(CCC1)NC(N)=O